C(C=C)(=O)SCC1=CC=C(C=C1)CSC(C=C)=O 1,4-bis(acryloylthiomethyl)benzol